2-(2-(2-(3-hydroxypropoxy)ethoxy)ethyl)isoindoline-1,3-dione OCCCOCCOCCN1C(C2=CC=CC=C2C1=O)=O